((4-((4-cyanophenyl)amino)quinazolin-2-yl)thio)-2-methylpropanoic acid C(#N)C1=CC=C(C=C1)NC1=NC(=NC2=CC=CC=C12)SC(C(=O)O)(C)C